trichloroacetamide (trichloroacetamidate) ClC(C(=O)N)(Cl)Cl.ClC(C(=O)N)(Cl)Cl